1-{[2-bromo-3-(trifluoromethyl)phenyl]methyl}-6-nitro-3,4-dihydroquinolin-2-one BrC1=C(C=CC=C1C(F)(F)F)CN1C(CCC2=CC(=CC=C12)[N+](=O)[O-])=O